5-(6-(4-(4-isopropylpiperazin-1-yl)phenyl)-1-methyl-2-(4-(methylsulfonyl)phenyl)-1H-benzo[d]imidazol-4-yl)-N-methylpyrimidin-2-amine C(C)(C)N1CCN(CC1)C1=CC=C(C=C1)C=1C=C(C2=C(N(C(=N2)C2=CC=C(C=C2)S(=O)(=O)C)C)C1)C=1C=NC(=NC1)NC